(+/-)-4-Bromo-5-methyl-1-(oxan-2-yl)-1H-benzimidazole BrC1=C(C=CC=2N(C=NC21)[C@@H]2OCCCC2)C |r|